furoic acid cesium [Cs].O1C(=CC=C1)C(=O)O